C(\C=C\C(=O)O)(=O)O.COC=1C=C2C=CC=C(C2=CC1)CCN1CCCC1 1-(2-(6-methoxynaphthalen-1-yl)ethyl)pyrrolidine fumarate